SC(CCC(=O)O)C.SC(CCC(=O)O)C.SC(CCC(=O)O)C.C(O)C(CC)(CO)CO Trimethylolpropane tris(4-mercaptovalerate)